propane-1,2-diyl dinitrate [N+](=O)(OCC(C)O[N+](=O)[O-])[O-]